2-isopropyl-1,3-dioxane C(C)(C)C1OCCCO1